C(C=C)(=O)NC=1C(=CC(=C(C1)NC1=NC=C(C(=N1)N1CC(C2=NC(=CC=C21)C)(C)C)C(=O)OC(C)C)OC)N(C)CCN(C([2H])([2H])[2H])C([2H])([2H])[2H] isopropyl 2-((5-acrylamido-4-((2-(bis(methyl-d3)amino)ethyl)(methyl)amino)-2-methoxyphenyl)amino)-4-(3,3,5-trimethyl-2,3-dihydro-1H-pyrrolo[3,2-b]pyridin-1-yl)pyrimidine-5-carboxylate